(3aR,6aS)-5-(1-isoPropyl-6-((1-methyl-4-phenyl-1H-imidazol-2-yl)ethynyl)-1H-pyrazolo[3,4-d]pyrimidin-4-yl)hexahydro-1H-furo[3,4-c]pyrrole C(C)(C)N1N=CC=2C1=NC(=NC2N2C[C@@H]1[C@H](C2)COC1)C#CC=1N(C=C(N1)C1=CC=CC=C1)C